O=C1N(C(CC1)=O)OC(CCCCCNC(=O)NC1=CC2=C(N=C(O2)C2=CC=[N+](C=C2)CCCS(=O)(=O)[O-])C=C1)=O 3-[4-[6-[[6-(2,5-dioxopyrrolidin-1-yl)oxy-6-oxohexyl]carbamoylamino]-1,3-benzoxazol-2-yl]pyridin-1-ium-1-yl]propane-1-sulfonate